methyl 2-{[(1s,4s)-4-(2-{[4-(4-methylpiperazin-1-yl)phenyl]amino}-7-oxo-5-[2-(triisopropylsilyl)ethynyl]pyrido[2,3-d]pyrimidin-8-yl)cyclohexyl]carbamoyl}acetate CN1CCN(CC1)C1=CC=C(C=C1)NC=1N=CC2=C(N1)N(C(C=C2C#C[Si](C(C)C)(C(C)C)C(C)C)=O)C2CCC(CC2)NC(=O)CC(=O)OC